ClC1=C(C=CC=C1Cl)C(CCC(=O)C1C(C2=CC=C(C=C2C1=O)OC=1C=C2C(C(C(C2=CC1)=O)C(CCC(=O)C1=C(C(=CC=C1)Cl)Cl)=O)=O)=O)=O 2-[4-(2,3-dichlorophenyl)-4-oxobutanoyl]-5-({2-[4-(2,3-dichlorophenyl)-4-oxobutanoyl]-1,3-dioxo-2,3-dihydro-1H-inden-5-yl}oxy)-2,3-dihydro-1H-indene-1,3-dione